C(C)(C)[C@H]1COC2=C(CN1C)C=CC(=C2)C(=O)OC methyl (S)-3-isopropyl-4-methyl-2,3,4,5-tetrahydrobenzo[f][1,4]oxazepine-8-carboxylate